CN(C(CCCCCC)CCCCCCCCC\C=C/C\C=C/CCCCC)C (17Z,20Z)-N,N-Dimethylhexacosa-17,20-dien-7-amin